1-(4-((4-((2'-fluoro-4-methoxy-5'-(trifluoromethyl)-[1,1'-biphenyl]-3-yl)amino)-7-Methoxyquinazolin-6-yl)oxy)piperidin-1-yl)prop-2-en-1-one FC1=C(C=C(C=C1)C(F)(F)F)C1=CC(=C(C=C1)OC)NC1=NC=NC2=CC(=C(C=C12)OC1CCN(CC1)C(C=C)=O)OC